N-(2,6-difluoro-4-(2-(((3S,5S)-5-fluoropiperidin-3-yl)amino)-8-isopropyl-7-oxo-7,8-dihydropyrido[2,3-d]pyrimidin-6-yl)phenyl)-1-(4-fluorophenyl)methanesulfonamide FC1=C(C(=CC(=C1)C1=CC2=C(N=C(N=C2)N[C@@H]2CNC[C@H](C2)F)N(C1=O)C(C)C)F)NS(=O)(=O)CC1=CC=C(C=C1)F